methyl 4-[[5-methyl-1-(2-trimethylsilylethoxymethyl)imidazol-2-yl]sulfonimidoyl]benzoate CC1=CN=C(N1COCC[Si](C)(C)C)S(=O)(=N)C1=CC=C(C(=O)OC)C=C1